potassium di-tert-butyl-phosphate salt C(C)(C)(C)OP(=O)(OC(C)(C)C)[O-].[K+]